C(C)[C@@H]1CN(CC[C@@H]1[C@H](C)N[S@](=O)C(C)(C)C)C(=O)OC(C)(C)C tert-butyl (3S,4S)-3-ethyl-4-[(1S)-1-{[(R)-2-methylpropane-2-sulfinyl]amino}ethyl]piperidine-1-carboxylate